CC=1C(C2=CC=CC(=C2C1)C1CC1)[Hf]C1C(=CC2=C(C=CC=C12)C1CC1)C bis(2-methyl-4-cyclopropylinden-1-yl)hafnium